C[C@]12C3=CN=C(N=C3N([C@@H]2CC(OC1)(C)C)C(=O)OC(C)(C)C)S(=O)C tert-butyl (1R,9R)-1,11,11-trimethyl-5-methylsulfinyl-12-oxa-4,6,8-triazatricyclo[7.4.0.02,7]trideca-2,4,6-triene-8-carboxylate